2-(3-bromo-2-chlorophenoxy)-4-methyl-5-(trifluoromethyl)pyridine BrC=1C(=C(OC2=NC=C(C(=C2)C)C(F)(F)F)C=CC1)Cl